CC(C(=O)N(C1CN(CC2=CC=CC=C12)C(=O)OC(C)(C)C)CC(=O)OCC)(C)C tert-Butyl 4-[2,2-dimethylpropanoyl-(2-ethoxy-2-oxo-ethyl)amino]-3,4-dihydro-1H-isoquinoline-2-carboxylate